N-[2-[(3-aminocyclobutyl)amino]-2-oxo-ethyl]-4-[[3-[1-(cyanomethyl)-3-(trifluoromethyl)pyrazol-4-yl]imidazo[1,2-a]pyrazin-8-yl]amino]-2-ethyl-benzamide formate C(=O)O.NC1CC(C1)NC(CNC(C1=C(C=C(C=C1)NC=1C=2N(C=CN1)C(=CN2)C=2C(=NN(C2)CC#N)C(F)(F)F)CC)=O)=O